[Br-].C(C)N(C(C[Zn+])=O)CC (2-(Diethylamino)-2-oxoethyl)zinc(II) bromide